7-(4-((1R,5S)-3,8-diazabicyclo[3.2.1]octan-3-yl)-3,8-difluoro-2-(((2R,7aS)-2-fluorotetrahydro-1H-pyrrolizin-7a(5H)-yl)methoxy)-1,6-naphthyridin-7-yl)-1-methyl-2,3-dihydro-1H-inden-5-ol [C@H]12CN(C[C@H](CC1)N2)C2=C(C(=NC1=C(C(=NC=C21)C=2C=C(C=C1CCC(C21)C)O)F)OC[C@]21CCCN1C[C@@H](C2)F)F